2-propenyl-monofluoroacetic acid C(=CC)C(C(=O)O)F